N'-acetyl-4-amino-1-methyl-N'-(2,2,2-trifluoroethyl)-N-[[5-(trifluoromethyl)-2-pyridyl]methyl]pyrazolo[4,3-c]quinoline-8-carbohydrazide C(C)(=O)N(N(C(=O)C1=CC=2C3=C(C(=NC2C=C1)N)C=NN3C)CC3=NC=C(C=C3)C(F)(F)F)CC(F)(F)F